ethyl-4-methyl-1,2,3-thiadiazole-5-formic acid C(C)S1N=NC(=C1C(=O)O)C